(2-ethoxyethyl)carbamic acid C(C)OCCNC(O)=O